3-bromo-6-(2-chloro-5-fluorophenyl)-6-hydroxy-2-methyl-5-nitro-7,8-dihydro-6H-pyrrolo[4,3-g]indazol-8-one BrC=1N(N=C2C3=C(C(=CC12)[N+](=O)[O-])C(NC3=O)(O)C3=C(C=CC(=C3)F)Cl)C